8-(4-Chloro-3-fluorophenyl)-1,4-dioxaspiro[4.5]dec-7-ene ClC1=C(C=C(C=C1)C1=CCC2(OCCO2)CC1)F